C(C1=CC=CC=C1)OC1=C2C(=C(N(C2=CC=C1F)C1=CC(=C(C=C1)F)F)C1CCOCC1)I 4-benzyloxy-1-(3,4-difluorophenyl)-5-fluoro-3-iodo-2-tetrahydropyran-4-yl-indole